C1CCC2=NC=3C(=CC=CC3C=C21)C=2C=CC(=NC2CC)N 5-(2,3-dihydro-1H-cyclopenta[b]quinolin-5-yl)-6-ethylpyridin-2-amine